COC[C@H](C)NC=1N=CC2=C(N1)NC=C2C2=CC=1N(C=C2)N=CC1C(=O)N[C@@H](C(F)(F)F)C 5-(2-(((S)-1-methoxypropan-2-yl)amino)-7H-pyrrolo[2,3-d]pyrimidin-5-yl)-N-((R)-1,1,1-trifluoropropan-2-yl)pyrazolo[1,5-a]pyridine-3-carboxamide